IC1=CC=C(C=C1)C1=NOC(=N1)N 3-(4-iodophenyl)-1,2,4-oxadiazol-5-amine